3-amino-3-(biphenyl)propionic acid NC1(CC(=CC=C1)C1=CC=CC=C1)CCC(=O)O